[N+](=O)([O-])C1=C(CO[Si](C2=CC=CC=C2)(OCC2=C(C=CC=C2)[N+](=O)[O-])OCC2=C(C=CC=C2)[N+](=O)[O-])C=CC=C1 tri(o-nitrobenzyloxy)phenylsilane